NC(C(=O)[O-])CN.[Na+] sodium 2,3-diaminopropionate